tert-Butyl 2-((1R,4R)-5-(5-bromopyridin-2-yl)-2,5-diazabicyclo[2.2.1]hept-2-yl)acetate BrC=1C=CC(=NC1)N1[C@H]2CN([C@@H](C1)C2)CC(=O)OC(C)(C)C